C1(=CC=C(C=C1)C(CN1C=CC(C=C1)=N)=O)C1=CC=CC=C1 1-[1,1'-Biphenyl]-4-yl-2-(4-imino-1(4H)-pyridinyl)ethanone